7-bromo-5-(propan-2-yl)benzo[b]thiophene-2-carboxylic acid ethyl ester C(C)OC(=O)C1=CC2=C(S1)C(=CC(=C2)C(C)C)Br